chloro(trimethylphosphine) gold [Au].ClCP(C)C